(3-aminopropyl)triphenylphosphonium bromide [Br-].NCCC[P+](C1=CC=CC=C1)(C1=CC=CC=C1)C1=CC=CC=C1